3-Methyl-2-(2-(phenyl-d5)propyl)pyridine CC=1C(=NC=CC1)CC(C)C1=C(C(=C(C(=C1[2H])[2H])[2H])[2H])[2H]